1-phenylethyl methacrylate (1-phenylethyl methacrylate) C1(=CC=CC=C1)C(C)C=C(C(=O)O)C.C(C(=C)C)(=O)OC(C)C1=CC=CC=C1